(E)-3-(3-([1,1'-biphenyl]-3-yl)acryloyl)-4-benzyloxazolidin-2-one C1(=CC(=CC=C1)/C=C/C(=O)N1C(OCC1CC1=CC=CC=C1)=O)C1=CC=CC=C1